FC(C(O)C=1C=CC2=C(N(CCO2)CC(F)(F)F)C1)F 2,2-difluoro-1-[4-(2,2,2-trifluoroethyl)-2,3-dihydro-1,4-benzoxazin-6-yl]ethanol